COC(=O)N(C1=CC=CC=C1COC2=NN(C=C2)C3=CC=C(C=C3)Cl)OC The molecule is a carbamate ester that is the methyl ester of [2-({[1-(4-chlorophenyl)-1H-pyrazol-3-yl]oxy}methyl)phenyl]methoxycarbamic acid. A fungicide used to control major plant pathogens including Septoria tritici, Puccinia spp. and Pyrenophora teres. It has a role as a mitochondrial cytochrome-bc1 complex inhibitor, a xenobiotic, an environmental contaminant and an antifungal agrochemical. It is a member of pyrazoles, a carbamate ester, an aromatic ether, a member of monochlorobenzenes, a methoxycarbanilate strobilurin antifungal agent and a carbanilate fungicide.